ClC1=C(C=C(C=C1OC)OC)C1=CC2=C(N=C(N=C2)NC2CC3(CN(C3)C(=O)OC(C)(C)C)C2)N(C1=O)CCC1=CC=C(C=C1)[N+](=O)[O-] Tert-butyl 6-((6-(2-chloro-3,5-dimethoxyphenyl)-8-(4-nitrophenylethyl)-7-oxo-7,8-dihydropyrido[2,3-d]pyrimidin-2-yl) amino)-2-azaspiro[3.3]heptane-2-carboxylate